diphenyl-phosphorylhydroxylamine C1(=CC=CC=C1)P(=O)(C1=CC=CC=C1)NO